ClC1=CN(C=2N=C(C=C(C21)NC)Cl)COCC[Si](C)(C)C 3,6-dichloro-N-methyl-1-((2-(trimethylsilyl)ethoxy)methyl)-1H-pyrrolo[2,3-b]pyridin-4-amine